FC1(CC(C1)C1=NC(=NC=C1)OCC1=C(N=NN1C)C1=CC=C(C(=N1)C(F)(F)F)N1C[C@H](CCC1)CC(=O)O)F (R)-2-(1-(6-(5-(((4-(3,3-difluorocyclobutyl)pyrimidin-2-yl)oxy)methyl)-1-methyl-1H-1,2,3-triazol-4-yl)-2-(trifluoromethyl)pyridin-3-yl)piperidin-3-yl)acetic acid